4-fluorobenzyl ((S)-4-methyl-1-oxo-1-(((S)-3-oxo-1-((S)-2-oxopyrrolidin-3-yl)-4-(2,3,5,6-tetrafluorophenoxy)butan-2-yl)amino)pentan-2-yl)carbamate CC(C[C@@H](C(N[C@@H](C[C@H]1C(NCC1)=O)C(COC1=C(C(=CC(=C1F)F)F)F)=O)=O)NC(OCC1=CC=C(C=C1)F)=O)C